cadmium-tungsten [W].[Cd]